BrC1=C(C(=C(C(=O)NC2CCN(CC2)C(=O)OC(C)(C)C)C=C1)CCO)F tert-butyl 4-[4-bromo-3-fluoro-2-(2-hydroxyethyl) benzamido]Piperidine-1-carboxylate